((S)-1-(2-bromopropoyl)-4-(7-(8-chloronaphthalen-1-yl)-2-(((S)-1-methylpyrrolidin-2-yl)methoxy)-5,6,7,8-tetrahydropyrido[3,4-d]pyrimidin-4-yl)piperazin-2-yl)acetonitrile BrC(C(=O)N1[C@H](CN(CC1)C=1C2=C(N=C(N1)OC[C@H]1N(CCC1)C)CN(CC2)C2=CC=CC1=CC=CC(=C21)Cl)CC#N)C